COCC(CNC1=NN=C(C2=CC=CC=C12)C1=CC=C(C=C1)C(F)(F)F)O 1-methoxy-3-((4-(4-(trifluoromethyl)phenyl)phthalazin-1-yl)amino)propan-2-ol